(S)-2-(1,2,3,4-tetrahydrocyclopenta[b]indol-3-yl)acetic acid C1C[C@H](C=2NC=3C=CC=CC3C21)CC(=O)O